(2R)-1-((3R,4R)-rel-4-((R)-amino(4,5-dichloro-2-hydroxyphenyl)methyl)-3-methylpiperidin-1-yl)-2,3-dihydroxypropan-1-one N[C@H]([C@H]1[C@H](CN(CC1)C([C@@H](CO)O)=O)C)C1=C(C=C(C(=C1)Cl)Cl)O |o1:1,2,3|